OC(C)(C)C=1SC(=CN1)[S@](=O)(N)=NC(NC1=C2C(=NC(=C1C)C(F)(F)F)CCC2)=O (S)-2-(2-Hydroxypropan-2-yl)-N'-((3-methyl-2-(trifluoromethyl)-6,7-dihydro-5H-cyclopenta[b]pyridin-4-yl)carbamoyl)thiazole-5-sulfonimidamide